(2R)-N-(5-fluoropyridin-2-yl)-2-[1-(5-methyl-1,2,4-oxadiazole-3-carbonyl)-1,2,3,4-tetrahydroquinolin-6-yl]propanamide FC=1C=CC(=NC1)NC([C@H](C)C=1C=C2CCCN(C2=CC1)C(=O)C1=NOC(=N1)C)=O